hexadec-6,12-dien-1-ol C(CCCCC=CCCCCC=CCCC)O